1-(1-(2,2-difluoroethyl)-5-(4-fluoro-1-methyl-1H-pyrazol-5-yl)-3-(1H-pyrazole-5-yl)-1H-pyrazolo[4,3-b]pyridin-7-yl)piperidin-4-ol FC(CN1N=C(C2=NC(=CC(=C21)N2CCC(CC2)O)C2=C(C=NN2C)F)C2=CC=NN2)F